C(C)(=O)O[C@H]1[C@H](N(C[C@@H]1OC(=O)OC(C)(C)C)C(=O)OC(C)(C)C)CC1=CC=C(C=C1)C=1C=C2CC(CC2=CC1)(F)F tert-butyl (2R,3S,4S)-3-(acetyloxy)-4-[(tert-butoxycarbonyl)oxy]-2-{[4-(2,2-difluoro-1,3-dihydroinden-5-yl)phenyl]methyl}pyrrolidine-1-carboxylate